C(CC(=O)C)(=O)[O-].C(CC(=O)C)(=O)[O-].[O-]CCCC.[O-]CCCC.[Hf+4] hafnium dibutoxide bisacetoacetate